CC1(OB(OC1(C)C)C=1C[C@@H](CCC1)NC(OC(C)(C)C)=O)C (R)-tert-Butyl (3-(4,4,5,5-tetramethyl-1,3,2-dioxaborolan-2-yl)cyclohex-3-en-1-yl)carbamate